tert-Butyl (S)-4-(7-(3-fluorophenyl)-5-iodo-7H-pyrrolo[2,3-d]pyrimidin-4-yl)-3-methylpiperazine-1-carboxylate FC=1C=C(C=CC1)N1C=C(C2=C1N=CN=C2N2[C@H](CN(CC2)C(=O)OC(C)(C)C)C)I